N1=CC=C2C=3C(=CC=CC13)OCC(C=N2)=O [1,5]oxazocino[4,3,2-de]quinolin-6(7H)-one